NC1=C(C=CC(=C1)OC=1C=NC=C(C1)C1=CC(=C(C=C1)F)F)N1CCC2(CCN(CC2)C(=O)OC(C)(C)C)CC1 tert-butyl 9-(2-amino-4-((5-(3,4-difluorophenyl) pyridin-3-yl) oxy) phenyl)-3,9-diazaspiro[5.5]undecane-3-carboxylate